C(C)(=O)NC=1C(=C(C(=C(C(=O)N(C)CC(CO)O)C1I)I)C(=O)NCC(CO)O)I 5-acetamido-N1,N3-bis(2,3-dihydroxypropyl)-2,4,6-triiodo-N1-Methyl-isophthalamide